C(CCC)C1(CS(C2=C(N(C1)C1=CC=CC=C1)C=C(C(=C2)O/C=C/C(=O)O)NC)(=O)=O)CC rac-(E)-3-((3-butyl-3-ethyl-7-(methylamino)-1,1-dioxido-5-phenyl-2,3,4,5-tetrahydro-1,5-benzothiazepin-8-yl)oxy)acrylic acid